CNCCC1CCN(CC1)C N-methyl-2-(1-methylpiperidin-4-yl)ethane-1-amine